4-[[4-(aminomethyl)-2-pyridinyl]oxymethyl]piperidine-1-carboxylic acid tert-butyl ester C(C)(C)(C)OC(=O)N1CCC(CC1)COC1=NC=CC(=C1)CN